((3-aminoadamantan-1-yl)oxy)methyl octanoate C(CCCCCCC)(=O)OCOC12CC3(CC(CC(C1)C3)C2)N